C(C1=CC=CC=C1)N(C(CC1CCN(CC1)C(=O)[C@H](CC(C)C)N1C([C@@H](NCC1)CC(C)C)=O)=O)C(CC)CC (S)-1-[(S)-1-[(4-{2-[(Benzyl)(1-ethylpropyl)amino]-2-oxoethyl}-1-piperidyl)carbonyl]-3-methylbutyl]-3-isobutyl-2-piperazinone